(2R)-N-[4-(3-Furyl)phenyl]-1-[(3-methyl-2-pyridyl)methyl]piperidine-2-carboxamide O1C=C(C=C1)C1=CC=C(C=C1)NC(=O)[C@@H]1N(CCCC1)CC1=NC=CC=C1C